bis(2-nitrobenzyloxy)diethylsilane [N+](=O)([O-])C1=C(CO[Si](CC)(CC)OCC2=C(C=CC=C2)[N+](=O)[O-])C=CC=C1